O=C1NC2=CC=C(C=C2C12CC2)C(=O)N oxospiro[cyclopropane-1,3'-indoline]-5'-carboxamide